C(=O)(O)C=1C=C(C=NC1Cl)B(O)O 5-CARBOXY-6-CHLOROPYRIDINE-3-BORONIC ACID